CC1=C(OCCCC(C(=O)OC)(C)C)C=C(C=C1)C methyl 5-(2,5-dimethylphenoxy)-2,2-dimethylpentanoate